3-((5-cyano-1-isopropyl-6-(trifluoromethyl)-1H-benzo[d]imidazol-2-yl)amino)-N-hydroxybenzamide C(#N)C1=CC2=C(N(C(=N2)NC=2C=C(C(=O)NO)C=CC2)C(C)C)C=C1C(F)(F)F